1-(tert-butyl) 4-ethyl (R)-4-(((6-(4-fluorophenyl)-4-((1-(2-(trifluoromethyl)pyrimidin-5-yl)ethyl)amino)quinazolin-8-yl)oxy)methyl)piperidine-1,4-dicarboxylate FC1=CC=C(C=C1)C=1C=C2C(=NC=NC2=C(C1)OCC1(CCN(CC1)C(=O)OC(C)(C)C)C(=O)OCC)N[C@H](C)C=1C=NC(=NC1)C(F)(F)F